N-(4-((2-(1,1-difluoroethyl)-6-methylpyrimidin-4-yl)amino)-5-(tetrahydrofuran-2-yl)pyridin-2-yl)acetamide FC(C)(F)C1=NC(=CC(=N1)NC1=CC(=NC=C1C1OCCC1)NC(C)=O)C